FC=1C=C(CNC(O[C@H]2[C@H](NC[C@@H]2O)CC2=CC=C(C=C2)OCF)=O)C=CC1 (2R,3S,4S)-2-(4-(fluoromethoxy)benzyl)-4-hydroxypyrrolidin-3-yl (3-fluorobenzyl)carbamate